butanoic acid 1-heptyloctyl ester C(CCCCCC)C(CCCCCCC)OC(CCC)=O